6-bromo-4-methyl-2-oxo-1,2-dihydro-1,8-naphthyridine-3-carboxylic acid ethyl ester C(C)OC(=O)C=1C(NC2=NC=C(C=C2C1C)Br)=O